Cholan CCC[C@@H](C)[C@H]1CC[C@H]2[C@@H]3CCC4CCCC[C@]4(C)[C@H]3CC[C@]12C